C(#N)C=1C=C(C=CC1N=CN(C)C)NCCNC(OC(C)(C)C)=O tert-Butyl (2-((3-cyano-4-(((dimethylamino)methylene)amino)phenyl)amino)ethyl)carbamate